ClC=1C(N(C=CC1Cl)C1=CC=C(C=C1)N1N=CC(=C1C(F)(F)F)C(=O)NCC(C)C)=O 1-(4-(3,4-dichloro-2-oxopyridin-1(2H)-yl)phenyl)-N-isobutyl-5-(trifluoromethyl)-1H-pyrazole-4-carboxamide